FC1=CC=C(OC(C(=O)N(C)C2=CC=C(C=C2)C2=CC=C(C=C2)COC)(C)C)C=C1 2-(4-fluorophenoxy)-N-(4'-(methoxymethyl)-[1,1'-biphenyl]-4-yl)-N,2-dimethylpropanamide